(S)-(1-(4-(3'-chloro-5-fluoro-2-methoxy-4'-(3-methyl-2-oxo-2,3-dihydro-1H-imidazol-1-yl)-[1,1'-biphenyl]-3-yl)-6-methylpyridin-2-yl)pyrrolidin-3-yl)carbamic acid tert-butyl ester C(C)(C)(C)OC(N[C@@H]1CN(CC1)C1=NC(=CC(=C1)C=1C(=C(C=C(C1)F)C1=CC(=C(C=C1)N1C(N(C=C1)C)=O)Cl)OC)C)=O